FC1=C(C=CC=C1)NC(CSC1=NC2=NC=CN=C2C(N1CC=1OC=CC1)=O)=O N-(2-Fluorophenyl)-2-((3-(furan-2-ylmethyl)-4-oxo-3,4-dihydropteridin-2-yl)thio)acetamide